1-(cyclobutene-1-carbonyl)piperazine-2-carbonitrile C1(=CCC1)C(=O)N1C(CNCC1)C#N